C1(=CC=CC=C1)C(CC)C1=CC=CC=2N=C(NC21)C=2C=NC=CC2 1-Phenylpropyl-2-(pyridin-3-yl)-benzo[d]imidazole